4-(3,8-diazabicyclo[3.2.1]octan-3-yl)-2-((1-(((R-3-fluoropyrrolidin-1-yl)methyl)cyclopropyl)methoxy)-5,8-dihydropyrido[3,4-d]pyrimidin-7(6H)-yl)-5-iodonaphthalen-2-ol C12CN(CC(CC1)N2)C2=CC(CC1=CC=CC(=C21)I)(O)N2CC=1N=C(N=CC1CC2)OCC2(CC2)CN2C[C@@H](CC2)F